[Si](C)(C)(C(C)(C)C)OCCOC=1C=CC=C2C=C(N(C12)CC1CC1)C=O 7-(2-((Tert-Butyldimethylsilyl)oxy)ethoxy)-1-(cyclopropylmethyl)-1H-indole-2-carbaldehyde